C(CCCCCCCCC)(=O)C(O)([C@@H](O)COP(=O)(O)O)C(CCCCCCCCC)=O.ClC1=C(CNCC(=O)O)C=C(C=C1)C=1OC(=NN1)C=1C(=C(C=CC1)C1=CC=CC=C1)C (2-chloro-5-(5-(2-methyl-[1,1'-biphenyl]-3-yl)-1,3,4-oxadiazol-2-yl)benzyl)glycine didecanoyl-sn-glycero-3-phosphate